(2E,7E,9E)-N-(2-hydroxy-2-methylpropyl)-6,11-dioxo-2,7,9-dodecatrienamide OC(CNC(\C=C\CCC(\C=C\C=C\C(C)=O)=O)=O)(C)C